CO[Si]1(N(CCC1)CCC[Si](OC)(OC)OC)OC 2,2-dimethoxy-1-(3-(trimethoxysilyl)propyl)-1,2-azasilolidine